(2-chloro-4-methylphenyl)-2-(2-(4-methylpiperazin-1-yl)ethyl)indazole-4-carboxylic acid ClC1=C(C=CC(=C1)C)C=1N(N=C2C=CC=C(C12)C(=O)O)CCN1CCN(CC1)C